5-[124I]-iodouridine [124I]C=1C(NC(N([C@H]2[C@H](O)[C@H](O)[C@@H](CO)O2)C1)=O)=O